ClC=1C=C2C(N(C(=NC2=CC1)NC1=CC(=CC=C1)S(=O)(=O)C)C1=CC=CC=C1)=O 6-chloro-2-[3-(methylsulfonyl)anilino]-3-phenylquinazolin-4(3H)-one